1-bromo-3-((1,1,1,3,3,3-hexafluoro-2-(trifluoromethyl)propan-2-yl)oxy)benzene BrC1=CC(=CC=C1)OC(C(F)(F)F)(C(F)(F)F)C(F)(F)F